CN1C(=NN(C1=O)C(=O)[N-]S(=O)(=O)C2=CC=CC=C2OC(F)(F)F)OC.[Na+] The molecule is an organic sodium salt resulting from the formal reaction of the sulfonamide amino group of flucarbazone with 1 mol eq. of sodium hydride. An acetolactate synthase inhibitor, it is used as a herbicide to control grass weeds in cereal crops. Not approved for use within the European Union. It has a role as an EC 2.2.1.6 (acetolactate synthase) inhibitor, a herbicide and an agrochemical. It contains a flucarbazone(1-).